3-Benzyl-1-(3,5-bis(trifluoromethyl)phenyl)-1H-imidazol-3-ium C(C1=CC=CC=C1)[N+]1=CN(C=C1)C1=CC(=CC(=C1)C(F)(F)F)C(F)(F)F